BrC=1C=C2C=CN(C(C2=CC1F)=O)C[C@H]1[C@@H](C1)[C@H](C)N[S@](=O)C(C)(C)C (R)-N-[(1S)-1-[(1R,2R)-2-[(6-bromo-7-fluoro-1-oxo-2-isoquinolinyl)methyl]cyclopropyl]ethyl]-2-methyl-propane-2-sulfinamide